OC[C@@]1(N(CCCC1)C(=O)OC(C)(C)C)C (R)-tert-butyl 2-(hydroxymethyl)-2-methylpiperidine-1-carboxylate